C(C)(=O)N1CCC(CC1)NCC1=C(C(=NC=C1)NC=1C(=C(C=CC1)C1=NC=CC(=C1Cl)C1=NC(=C(C=C1)CNC[C@H]1CCC(N1)=O)OC)C)F (R)-5-((((2'-(3-((4-(((1-acetylpiperidin-4-yl)amino)methyl)-3-fluoropyridin-2-yl)amino)-2-methylphenyl)-3'-chloro-6-methoxy-[2,4'-bipyridin]-5-yl)methyl)amino)methyl)pyrrolidin-2-one